1-(piperidin-2-yl)-cyclopropanecarboxylic acid N1C(CCCC1)C1(CC1)C(=O)O